NC1(CC1)C(=O)O.SCSC(CS)(CS)SCS 2,2-bis(mercaptomethylthio)-1,3-propanedithiol aminocyclopropane-carboxylate